N1CCC(CC1)OC1=NC=CC(=C1)C(F)(F)F 2-(piperidin-4-yloxy)-4-(trifluoromethyl)pyridine